C1(=CC=CC=C1)SC[C@@H](CCN1CCCCC1)NC1=C(C=C(C=C1)S(=O)(=O)N)S(=O)(=O)C(F)(F)F (R)-4-((1-(phenylthio)-4-(piperidin-1-yl)butan-2-yl)amino)-3-((trifluoromethyl)sulfonyl)benzenesulfonamide